2-(6-{[(3S,4R)-3-fluoro-2,2,6,6-tetramethylpiperidin-4-yl]oxy}pyridazin-3-yl)-5-(2-methylimidazo[1,2-a]pyrimidin-6-yl)pyridin-3-ol trihydrochloride Cl.Cl.Cl.F[C@H]1C(NC(C[C@H]1OC1=CC=C(N=N1)C1=NC=C(C=C1O)C=1C=NC=2N(C1)C=C(N2)C)(C)C)(C)C